C(#N)N1C[C@@H](CC1)NC(=O)N1CC(CC1)C1=CC=CC=C1 N-((R)-1-cyanopyrrolidin-3-yl)-3-phenylpyrrolidine-1-carboxamide